BrC=1C=CC(=NC1)N1C2(CC2)CCOC1=O 4-(5-bromopyridin-2-yl)-6-oxa-4-azaspiro[2.5]octan-5-one